(1R,3S,5R)-N-(6-chloro-5-methylpyrazin-2-yl)-5-methyl-2-azabicyclo[3.1.0]hexane-3-carboxamide ClC1=C(N=CC(=N1)NC(=O)[C@H]1N[C@@H]2C[C@@]2(C1)C)C